{[3-(trifluoromethyl)phenyl]methyl}amine FC(C=1C=C(C=CC1)CN)(F)F